BrC1=C(C=C(C=C1)S(=O)(=O)N)C(C)OC1OCCCC1 4-bromo-3-(1-((tetrahydro-2H-pyran-2-yl)oxy)ethyl)benzenesulfonamide